O=C1NC(CCC1N1C(C2=CC=C(C=C2C1=O)C1(CCN(CC1)CC=1C=CC=2N(C1)C=C(N2)C2=CC=CC=C2)O)=O)=O 2-(2,6-dioxopiperidin-3-yl)-5-(4-hydroxy-1-((2-phenylimidazo[1,2-a]pyridin-6-yl)methyl)piperidin-4-yl)isoindoline-1,3-dione